NC1=NC=2C=C(C(=CC2C=2N1C=NC2)C(=O)O)Cl 5-amino-8-chloroimidazo[1,5-c]quinazoline-9-carboxylic acid